OCC1=CC(=NC(=C1)S(=O)(=O)C)C1=CN(C2=CN=C(C=C21)NC(C)=O)C N-(3-(4-(hydroxymethyl)-6-(methylsulfonyl)pyridin-2-yl)-1-methyl-1H-pyrrolo[2,3-c]pyridin-5-yl)acetamide